Tert-butyl (1R,5S)-3-(7-bromo-2,8-difluoroquinazolin-4-yl)-3,8-diazabicyclo[3.2.1]octane-8-carboxylate BrC1=CC=C2C(=NC(=NC2=C1F)F)N1C[C@H]2CC[C@@H](C1)N2C(=O)OC(C)(C)C